(S)-5-(1-methyl-1H-imidazol-2-yl)-5-(3-oxo-3-(5-(trifluoromethyl)isoindolin-2-yl)propyl)imidazolidine-2,4-dione CN1C(=NC=C1)[C@]1(C(NC(N1)=O)=O)CCC(N1CC2=CC=C(C=C2C1)C(F)(F)F)=O